OC(=O)C(F)(F)F.N1CC(C1)C1=CC(=NC=C1)C#N 4-(azetidin-3-yl)pyridine-2-carbonitrile TFA salt